C(C)(C)C1CNCC1 D-3-isopropyl-pyrrolidine